2-hydroxy-2-methyl-1-[rac-(5s,7s)-7-fluoro-5-phenyl-6,7-dihydro-5H-pyrrolo[1,2-b][1,2,4]triazol-2-yl]propan-1-one OC(C(=O)C=1N=C2N(N1)[C@@H](C[C@@H]2F)C2=CC=CC=C2)(C)C |r|